Cl.C1(CCCCC1)CN1[C@H](CNCC1)COC (R)-1-(cyclohexylmethyl)-2-(methoxymethyl)piperazine hydrochloride